6-[8-(1,3-benzothiazol-2-ylcarbamoyl)-3,4-dihydroisoquinolin-2(1H)-yl]-3-{5-cyano-1-[tricyclo[3.3.1.13,7]dec-1-ylmethyl]-1H-pyrazol-4-yl}pyridine-2-carboxylic acid tert-butyl ester C(C)(C)(C)OC(=O)C1=NC(=CC=C1C=1C=NN(C1C#N)CC12CC3CC(CC(C1)C3)C2)N2CC3=C(C=CC=C3CC2)C(NC=2SC3=C(N2)C=CC=C3)=O